C(#N)C1=CC=C(C=C1)C1=CN(N(C1=O)C1=CC=C(C=N1)S(=O)(=O)NC(C)=O)C N-((6-(4-(4-cyanophenyl)-2-methyl-5-oxo-2,5-dihydro-1H-pyrazol-1-yl)pyridin-3-yl)sulfonyl)acetamide